N[C@@H](CC1=CC=C([N+](CCCl)(CCCl)[O-])C=C1)C(=O)O (S)-4-(2-amino-2-carboxyethyl)-N,N-bis(2-chloroethyl)aniline oxide